potassium 2-(4-((6-chlorobenzo[d]oxazol-2-yl)oxy)phenoxy)propanoate salt ClC1=CC2=C(N=C(O2)OC2=CC=C(OC(C(=O)[O-])C)C=C2)C=C1.[K+]